methyl (2E)-3-(3,4-dihydroxyphenyl)prop-2-enoate OC=1C=C(C=CC1O)/C=C/C(=O)OC